C(C)(C)(C)OC(=O)N[C@@]1(CN(CC1)C1=C(C=NC=C1C(=O)O)C1=NC2=C(N1)C=CC=C2C)C (S)-4-(3-((tert-Butoxycarbonyl)amino)-3-methylpyrrolidin-1-yl)-5-(4-methyl-1H-benzo[d]imidazol-2-yl)nicotinic acid